(R,E)-2-(4-(2-(5-(1-(3,5-dichloropyridin-4-yl)ethoxy)-1H-indazol-3-yl)vinyl)-1H-pyrazol-1-yl)ethan-1-ol ClC=1C=NC=C(C1[C@@H](C)OC=1C=C2C(=NNC2=CC1)/C=C/C=1C=NN(C1)CCO)Cl